N-ethyl-N-methyl-3-(4-(2-methylbenzamido)naphthalene-1-sulfonylamino)bicyclo[1.1.1]pentane-1-carboxamide C(C)N(C(=O)C12CC(C1)(C2)NS(=O)(=O)C2=CC=C(C1=CC=CC=C21)NC(C2=C(C=CC=C2)C)=O)C